Methyl (E)-3-methyl-4-oxobut-2-enoate C\C(=C/C(=O)OC)\C=O